tert-butyl 3-[8-fluoro-2-[(1-formylcyclopropyl)methoxy]-7-[8-(2-triisopropylsilylethynyl)-1-naphthyl]pyrido[4,3-d]pyrimidin-4-yl]-3,8-diazabicyclo[3.2.1]octane-8-carboxylate FC1=C(N=CC2=C1N=C(N=C2N2CC1CCC(C2)N1C(=O)OC(C)(C)C)OCC1(CC1)C=O)C1=CC=CC2=CC=CC(=C12)C#C[Si](C(C)C)(C(C)C)C(C)C